C1(CC1)C=1C2=C(C(N(C1)C1=CC(=CC=C1)C1(CC(C1)C)C1=NN=CN1C)=O)NC(N2)=O 7-cyclopropyl-5-[3-[trans-3-methyl-1-(4-methyl-1,2,4-triazol-3-yl)cyclobutyl]phenyl]-1,3-dihydroimidazo[4,5-c]pyridine-2,4-dione